N-(3-((4-(4-Aminopyrimidin-2-yl)-1,3-dimethyl-1H-pyrazol-5-yl)oxy)-2,2-dimethylpropyl)-6'-chloro-5-(difluoromethoxy)-[2,3'-bipyridin]-4'-amine NC1=NC(=NC=C1)C=1C(=NN(C1OCC(CNC1=C(C=NC(=C1)Cl)C1=NC=C(C=C1)OC(F)F)(C)C)C)C